(2S,4R)-N-[(1S)-1-[4-(2,6-difluorophenyl)phenyl]ethyl]-4-hydroxy-pyrrolidine-2-carboxamide FC1=C(C(=CC=C1)F)C1=CC=C(C=C1)[C@H](C)NC(=O)[C@H]1NC[C@@H](C1)O